C(C)(C)(C)OCC(C=1NC2=C(N1)C(=C1C(=C2F)CC(C1)C=O)F)N(C(OC(C)(C)C)=O)C tert-butyl N-[2-tert-butoxy-1-(4,8-difluoro-6-formyl-3,5,6,7-tetrahydrocyclopenta[f]benzimidazol-2-yl)ethyl]-N-methyl-carbamate